FC1=C(C=C(C=C1)OC=1C(=C2C=CN(C2=CC1F)S(=O)(=O)C1=CC=C(C)C=C1)S(=O)(=O)C)C1=CC=NN1C(C)C=1C=C(C=CC1)CCC(=O)O 3-(3-(1-(5-(2-Fluoro-5-((6-fluoro-4-(methylsulfonyl)-1-tosyl-1H-indol-5-yl)oxy)phenyl)-1H-pyrazol-1-yl)ethyl)phenyl)propanoic acid